C(C(=C)C)(=O)OCC1=CC(=CC=2C=CC3(N(C4=CC=CC=C4C3(C)C)C)SC21)[N+](=O)[O-] 8-methacryloxymethyl-6-nitro-1',3',3'-trimethylspiro[2H-1-benzothiopyran-2,2'-indoline]